dimethyl 4-methylpyridine-2,6-dicarboxylate CC1=CC(=NC(=C1)C(=O)OC)C(=O)OC